4-[[3-fluoro-2-methoxy-propyl]-[4-(5,6,7,8-tetrahydro-1,8-naphthyridin-2-yl)butyl]amino]-2-[(2-methylsulfonylbenzoyl)amino]butanoic acid FCC(CN(CCC(C(=O)O)NC(C1=C(C=CC=C1)S(=O)(=O)C)=O)CCCCC1=NC=2NCCCC2C=C1)OC